4-(2-(piperazin-1-yl)ethyl)piperidine-1-carboxylic acid tert-butyl ester C(C)(C)(C)OC(=O)N1CCC(CC1)CCN1CCNCC1